(1-Boc-4-bromo-1H-pyrrol-2-yl)(3,4,5-trimethoxyphenyl)methanone C(=O)(OC(C)(C)C)N1C(=CC(=C1)Br)C(=O)C1=CC(=C(C(=C1)OC)OC)OC